FC=1C(=CC(=C(OC2=CC3=C(N(C=N3)C)C=C2)C1)C)[N+](=O)[O-] 5-(5-fluoro-2-methyl-4-nitrophenoxy)-1-methyl-1H-benzo[d]imidazole